C(CCCCCCC)[Zr] n-octylzirconium